CN1C=C(C2=CC(=CC=C12)OC)CC1=CNC2=CC(=CC=C12)[N+](=O)[O-] methyl-5-methoxy-3-((6-nitro-1H-indol-3-yl)methyl)-1H-indole